(β-hydroxyethyl)adipamide OCCC(C(=O)N)CCCC(=O)N